C(COCCOCC(=O)[O-])(=O)[O-] 3,6-dioxasuberate